BrC1=CC(=CC=2NCC(OC21)C(C)C)OC 8-bromo-2-isopropyl-6-methoxy-3,4-dihydro-2H-1,4-benzoxazine